C(C)(C)C1=NN(C(C2=CC=3C=CSC3N12)=O)CC(=O)NC1C[C@@H]2CN([C@H]1C2)C 2-(12-ISOPROPYL-9-OXO-3-THIA-1,10,11-TRIAZATRICYCLO[6.4.0.02,6]DODECA-2(6),4,7,11-TETRAEN-10-YL)-N-[(1S,4S)-2-METHYL-2-AZABICYCLO[2.2.1]HEPTAN-6-YL]ACETAMIDE